C(C)(C)(C)OC(=O)N1C[C@H](CC1)[C@@H](C(=O)OC(C)(C)C)CC1=CC(=CC=C1)CN (R)-3-((S)-3-(3-(aminomethyl)phenyl)-1-(tert-butoxy)-1-oxopropane-2-yl)pyrrolidine-1-carboxylic acid tert-butyl ester